1-(oxetan-3-yl)-N-(6-(thiazol-5-yl)isoquinolin-3-yl)piperidine-4-carboxamide O1CC(C1)N1CCC(CC1)C(=O)NC=1N=CC2=CC=C(C=C2C1)C1=CN=CS1